3-(2-fluoro-4-((4-(4-(6-(6-((R)-2-(3-fluorophenyl)pyrrolidin-1-yl)imidazo[1,2-b]pyridazin-3-yl)pyridin-2-yl)piperazin-1-yl)piperidin-1-yl)methyl)phenyl)piperidine-2,6-dione FC1=C(C=CC(=C1)CN1CCC(CC1)N1CCN(CC1)C1=NC(=CC=C1)C1=CN=C2N1N=C(C=C2)N2[C@H](CCC2)C2=CC(=CC=C2)F)C2C(NC(CC2)=O)=O